acetylcalcium C(C)(=O)[Ca]